Tri(5-methyl-1-heptyl) citrate C(CC(O)(C(=O)OCCCCC(CC)C)CC(=O)OCCCCC(CC)C)(=O)OCCCCC(CC)C